CCCCCCCC(=O)OC[C@H](COP(=O)([O-])OC1[C@@H]([C@H](C([C@H]([C@H]1O)OP(=O)([O-])[O-])OP(=O)([O-])[O-])OP(=O)([O-])[O-])O)OC(=O)CCCCCCC The molecule is a 1-phosphatidyl-1D-myo-inositol 3,4,5-trisphosphate(7-) in which the phosphatidyl acyl groups at positions 1 and 2 are both specified as octanoyl. It is a conjugate base of a 1,2-dioctanoyl-sn-glycero-3-phospho-(1D-myo-inositol-3,4,5-trisphosphate).